FC(OC=1C=C(C=C(C1C(=O)N1CC(CC1)(F)F)OC)C1=CN=C2N1C=CC(=C2)C(C#N)(C)C)F 2-[3-[3-(difluoromethoxy)-4-(3,3-difluoropyrrolidine-1-carbonyl)-5-methoxy-phenyl]imidazo[1,2-a]pyridin-7-yl]-2-methyl-propanenitrile